3-((3-(benzyloxy)-2-(ethoxycarbonyl)-4-oxopyridin-1(4H)-yl)amino)-8,8-difluoro-2-azaspiro[4.5]Decane-2-carboxylic acid allyl ester C(C=C)OC(=O)N1CC2(CC1NN1C(=C(C(C=C1)=O)OCC1=CC=CC=C1)C(=O)OCC)CCC(CC2)(F)F